methyl N-[4-[6-[(4-chlorophenyl)-(2,2,2-trifluoroethyl)carbamoyl]imidazo[1,2-a]pyridin-3-yl]phenyl]carbamate ClC1=CC=C(C=C1)N(C(=O)C=1C=CC=2N(C1)C(=CN2)C2=CC=C(C=C2)NC(OC)=O)CC(F)(F)F